C(C)(=O)C1=CN(C2=C(C=C(C=C12)C=1C=NC(=NC1)C)C)CC(=O)N1[C@@H]2C[C@@]2(C[C@H]1C(=O)NC1=NC(=CC(=C1)F)Br)C (1R,3S,5R)-2-(2-(3-acetyl-7-methyl-5-(2-methylpyrimidin-5-yl)-1H-indol-1-yl)acetyl)-N-(6-bromo-4-fluoropyridin-2-yl)-5-methyl-2-azabicyclo[3.1.0]hexane-3-carboxamide